C1(CCCCCCCCCCCCCC1)CC(=O)O cyclopentadecylacetic acid